(8-ethyl-7-fluoro-3-(methoxymethoxy)naphthalen-1-yl)-2-(((2R,7aS)-2-fluorotetrahydro-1H-pyrrolizin-7a(5H)-yl)methoxy)-N,N-dimethyl-7,8-dihydro-5H-pyrano[4,3-d]pyrimidin-4-amine C(C)C=1C(=CC=C2C=C(C=C(C12)C1OCCC=2N=C(N=C(C21)N(C)C)OC[C@]21CCCN1C[C@@H](C2)F)OCOC)F